4-chloro-pyridazine ClC1=CN=NC=C1